2-isopropyl-5-methylhexanal C(C)(C)C(C=O)CCC(C)C